Cl.Cl.CC1=CC=C(S1)N1C(=NN=C1C=1SC=CN1)C1CC(C1)N (1r,3r)-3-(4-(5-methylthiophene-2-yl)-5-(thiazol-2-yl)-4H-1,2,4-triazol-3-yl)cyclobutan-1-amine dihydrochloride